N12CCC(CC1)CC2 (R)-(-)-1-azabicyclo[2.2.2]octane